CCCCCCCC/C=C\CCCCCCCC(=O)O[C@H](COC(=O)CCC/C=C\C/C=C\C/C=C\CCCCCCCC)COP(=O)([O-])OCC[N+](C)(C)C 1-(5Z,8Z,11Z-eicosatrienoyl)-2-(9Z-octadecenoyl)-sn-glycero-3-phosphocholine